N1(C=NC=C1)C1CC(C1)N1C(C=C(C(=C1)C(=O)OC(C)(C)C)C(=O)O)=O 1-((1r,3r)-3-(1H-imidazol-1-yl)cyclobutyl)-5-(tert-butoxycarbonyl)-2-oxo-1,2-dihydropyridine-4-carboxylic acid